C(C)SC=1C=C(C=C(C1[N+](=O)[O-])C)N1CCOC2=C(C1)C=CC(=C2)F 4-(3-(Ethylthio)-5-methyl-4-nitrophenyl)-8-fluoro-2,3,4,5-tetrahydrobenzo[f][1,4]oxaAzepine